FC1(CCC(CC1)(C)CN1N=CC(=C1)C=1C(=NC(=CC1)C)C1=CC=C2C=C(N=NC2=C1)OC)F 7-(3-{1-[(4,4-Difluoro-1-methylcyclohexyl)methyl]-1H-pyrazol-4-yl}-6-methylpyridin-2-yl)-3-methoxycinnolin